OCCN1CCC(CC1)NC(=O)C=1C(NC=CC1)=O N-(1-(2-hydroxyethyl)piperidin-4-yl)-2-oxo-1,2-dihydropyridine-3-carboxamide